tert-Butyl 4-(1-((3-(difluoromethyl)-1-methyl-1H-pyrazol-5-yl)sulfonyl)-1-fluoroethyl)piperidine-1-carboxylate FC(C1=NN(C(=C1)S(=O)(=O)C(C)(F)C1CCN(CC1)C(=O)OC(C)(C)C)C)F